C(C1=CC=CC=C1)OC=1C=C2C(=NN(C2=CC1)C1=CC=C(C=C1)C(F)(F)F)CNS(=O)(=O)C N-[[5-benzyloxy-1-[4-(trifluoromethyl)phenyl]indazol-3-yl]methyl]methanesulfonamide